C(C)OC1=CC=C(C=N1)C1=CN=CC(=N1)C(=O)NCC1=CC=C2C=CC(=CN12)OC 6-(6-ethoxypyridin-3-yl)-N-((6-methoxyindolizin-3-yl)methyl)pyrazine-2-carboxamide